CC1=C(C=C(C=C1[N+](=O)[O-])[N+](=O)[O-])C(=O)O 3,5-dinitro-o-toluic acid